C(C)O[C@@H](C(F)(F)F)[C@]1(CN(CC1)C(C)(C)C1=NC=CC=C1)CCC1=CC=C(C#N)C=C1 |o1:3| 4-(2-((R)-3-((R or S)-1-ethoxy-2,2,2-trifluoroethyl)-1-(2-(pyridin-2-yl)propan-2-yl)pyrrolidin-3-yl)ethyl)benzonitrile